FC1(CCC(CC1)N(C(OC(C)(C)C)=O)C1=NC(=NC(=C1)N1CCOCC1)C=1SC=C(N1)CO)F tert-butyl (4,4-difluorocyclohexyl)(2-(4-(hydroxymethyl)thiazol-2-yl)-6-morpholinopyrimidin-4-yl)carbamate